O[C@H]1[C@H](OC[C@@H]([C@H]1O)NC1=NC(=CN=C1)C(F)(F)F)CN1CCN(CC1)CC1=CC=C(OCC(=O)N)C=C1 2-(4-((4-(((2R,3R,4R,5S)-3,4-dihydroxy-5-((6-(trifluoromethyl)pyrazin-2-yl)amino)tetrahydro-2H-pyran-2-yl)methyl)piperazin-1-yl)methyl)phenoxy)acetamide